dihydrogen phosphate monoammonium [NH4+].P(=O)(O)(O)[O-]